OC1=C(C(=O)NC=2SC(=CN2)[N+](=O)[O-])C(=CC=C1)C 2-hydroxy-6-methyl-N-(5-nitrothiazol-2-yl)benzamide